di-tert-butyl 4-methylpyrazolidine-1,2-dicarboxylate CC1CN(N(C1)C(=O)OC(C)(C)C)C(=O)OC(C)(C)C